C(#N)C=1C=C(C=NC1)S(=O)(=O)N([C@H](C(F)(F)F)C1=CC=C(C=C1)F)C (S)-5-Cyano-N-methyl-N-(2,2,2-trifluoro-1-(4-fluorophenyl)ethyl)pyridine-3-sulfonamide